NC[C@H](C(=O)O)NC(=O)OC(C)(C)C (R)-3-amino-2-((tert-butoxycarbonyl)amino)propanoic acid